tert-butyl (2S)-2-{[({[(2S,5R)-6-benzyloxy-7-oxo-1,6-diazabicyclo[3.2.1]oct-2-yl]carbonyl}amino)oxy]methyl}piperidine-1-carboxylate C(C1=CC=CC=C1)ON1[C@@H]2CC[C@H](N(C1=O)C2)C(=O)NOC[C@H]2N(CCCC2)C(=O)OC(C)(C)C